3-(2,2-di-methyl-3-hydroxypropyl)toluene CC(CC=1C=C(C)C=CC1)(CO)C